FC(C1=CC=CC(=N1)OC1CCC12CCN(CC2)C(=O)OC(C)(C)C)(F)F tert-butyl 1-{[6-(trifluoromethyl)pyridin-2-yl]oxy}-7-azaspiro[3.5]nonane-7-carboxylate